perfluorophenyl 4-cyano-4-(((ethylthio)carbonothioyl)thio)-pentanoate C(#N)C(CCC(=O)OC1=C(C(=C(C(=C1F)F)F)F)F)(C)SC(=S)SCC